C(C)OC(=O)C=1N(N=C(C1)C)C1=CC(=CC=C1)C#N 2-(3-cyano-phenyl)-5-methyl-2H-pyrazole-3-carboxylic acid ethyl ester